O1C=C(C2=C1C=CC=C2)C[C@H](NC(C(=O)N2CCC(CC2)CN2CCN(CC2)C=2C=C1C(N(C(C1=CC2)=O)[C@@H]2C(NC(CC2)=O)=O)=O)=O)B(O)O ((R)-2-(benzofuran-3-yl)-1-(2-(4-((4-(2-((S)-2,6-dioxopiperidin-3-yl)-1,3-dioxoisoindolin-5-yl)piperazin-1-yl)methyl)piperidin-1-yl)-2-oxoacetamido)ethyl)boronic acid